6-(1-methyl-1H-pyrazol-4-yl)pyrazolo[1,5-a]Pyridine-3-carbonitrile trifluoroacetate salt FC(C(=O)O)(F)F.CN1N=CC(=C1)C=1C=CC=2N(C1)N=CC2C#N